((2-(furan-2-ylmethyl)-6-phenyl-8-(phenylsulfanyl) imidazo[1,2-a]pyrazin-3-yl) oxy) methylpropyl carbonate C(OOC1=C(N=C2N1C=C(N=C2SC2=CC=CC=C2)C2=CC=CC=C2)CC=2OC=CC2)(OC(CC)C)=O